t-amyl cumyl peroxide C(C)(C)(C1=CC=CC=C1)OOC(C)(C)CC